7-fluoro-5-hydroxy-2-methyl-3,4-dihydroisoquinolin-1(2H)-one FC1=CC(=C2CCN(C(C2=C1)=O)C)O